C(C(CCCCC(CC(=O)[O-])C(=O)[O-])C(=O)[O-])C(=O)[O-] 1,2,7,8-octanetetracarboxylate